CS(=O)(=O)OCCC1=C(C(=NC=C1)OC)NC(=O)OC(C)(C)C 2-(3-((tert-butoxycarbonyl)amino)-2-methoxy-pyridine-4-yl)ethyl methanesulfonate